(4-fluoro-1,3-dimethylpiperidin-3-yl)methanol FC1C(CN(CC1)C)(C)CO